2-azaspiro[3.4]octane hydrochloride Cl.C1NCC12CCCC2